ClC=1C=2N(C=C(C1)S(=O)(=O)N(C(OC(C)(C)C)=O)C1(CC1)C)C(=NC2)C=2SC(=NN2)C(F)F tert-butyl ((8-chloro-3-(5-(difluoromethyl)-1,3,4-thiadiazol-2-yl)imidazo[1,5-a]pyridin-6-yl)sulfonyl)(1-methylcyclopropyl)carbamate